4-nitrophenyl-(ethyl methacrylate) ethylcarbonate C(C)OC(O)=O.[N+](=O)([O-])C1=CC=C(C=C1)OC(C(=CCC)C)=O